C1CCC12N(CCC2)CCNC(=O)C=2C=C(C(=NC2)C)NC(=O)C=2C=NN1C2SC(=C1)C=1C=NNC1 N-(5-((2-(5-azaspiro[3.4]octan-5-yl)ethyl)carbamoyl)-2-methylpyridin-3-yl)-2-(1H-pyrazol-4-yl)pyrazolo[5,1-b]thiazole-7-carboxamide